5-HEXYL-2-METHYLPYRIDINE C(CCCCC)C=1C=CC(=NC1)C